OC=1C=2[C@H]3[C@H](C(OC2C=C(C1)C(C)(CCCCCC)C)(C)C)CCOC(C3)=O (5aR,11bR)-11-hydroxy-6,6-dimethyl-9-(2-methyloctan-2-yl)-4,5,5a,6-tetrahydro-1H-oxepino[4,5-c]chromen-2(11bH)-one